(S*)-11,11-Difluoro-N-(4-fluoro-3-(trifluoromethyl)phenyl)-8-(hydroxymethyl)-3,4,8,9,10,11-hexahydro-1H-pyrido[4',3':3,4]pyrazolo[1,5-a]azepine-2(7H)-carboxamide FC1(C=2N(C[C@H](CC1)CO)N=C1C2CN(CC1)C(=O)NC1=CC(=C(C=C1)F)C(F)(F)F)F |o1:5|